FC=1C=C(C=CC1COC)C=1N=C(NC1)C1N(CCCC1)C(C(C)SC)=O 1-(2-(4-(3-Fluoro-4-(methoxymethyl)phenyl)-1H-imidazol-2-yl)piperidin-1-yl)-2-(methylsulfanyl)propan-1-one